ClC=1C=CC(=C(C1)C1CCN(CC1)[C@H]1CC2(CN(C2)C2=C(N=NC(=C2)Cl)Cl)CC1)OC (R)-6-(4-(5-chloro-2-methoxyphenyl)piperidin-1-yl)-2-(3,6-dichloropyridazin-4-yl)-2-azaspiro[3.4]octane